(3-(1,4-dimethyl-7-oxo-5,6-diphenyl-2-(phenylselanyl)bicyclo[2.2.1]hept-5-ene-2-carboxamido)propyl)triphenylphosphonium CC12C(CC(C(=C1C1=CC=CC=C1)C1=CC=CC=C1)(C2=O)C)(C(=O)NCCC[P+](C2=CC=CC=C2)(C2=CC=CC=C2)C2=CC=CC=C2)[Se]C2=CC=CC=C2